C1(CC1)C=1N=C(C(=NC1CC)C(=O)N)NC1=CC(=CC=C1)[C@H](CNC(CN(C(\C=C\CN(C)C)=O)C)=O)C (R,E)-5-cyclopropyl-3-((3-(1-(2-(4-(dimethylamino)-N-methylbut-2-enamido)acetamido)propan-2-yl)phenyl)amino)-6-ethylpyrazine-2-carboxamide